C1(CC1)C1=C(C(=NO1)C1=C(C=CC=C1Cl)Cl)COC1CC2CCC(C1)N2C2=NOC(=N2)C2=CC=C(C(=O)O)C=C2 4-(3-(3-((5-cyclopropyl-3-(2,6-dichlorophenyl)isoxazol-4-yl)methoxy)-8-azabicyclo[3.2.1]octane-8-yl)-1,2,4-oxadiazole-5-yl)benzoic acid